O=C1C=C(N=C2N1C=CC=C2)C(=O)NCC=2N=C1N(C=C(C=C1)CNCC1CC13CC3)C2 4-oxo-N-[(6-{[({spiro[2.2]pentan-1-yl}methyl)amino]methyl}imidazo[1,2-a]pyridin-2-yl)methyl]-4H-pyrido[1,2-a]pyrimidine-2-carboxamide